C1(CC1)C1=C(C=NC2=CC=CN=C12)NC1=CC=C(C=C1)[C@@H](C(F)(F)F)N(C(=O)C1CN(CC1)C(=O)NC)C N3-((S)-1-(4-((4-cyclopropyl-1,5-naphthyridin-3-yl)amino)phenyl)-2,2,2-trifluoroethyl)-N1,N3-dimethylpyrrolidine-1,3-dicarboxamide